methyl-(methylamino)methyl-amine CNCNC